5-methyl-3-(trifluoromethyl)-1H-pyrazol-1-yl-acetamide CC1=CC(=NN1CC(=O)N)C(F)(F)F